2,4,6-tris(4-bromomethylphenyl)-1,3,5-triazine BrCC1=CC=C(C=C1)C1=NC(=NC(=N1)C1=CC=C(C=C1)CBr)C1=CC=C(C=C1)CBr